3-(3-oxo-6-(1-(4-(trifluoromethoxy)benzyl)piperidin-4-yl)-1,3-dihydro-2H-indazol-2-yl)piperidine-2,6-dione O=C1N(NC2=CC(=CC=C12)C1CCN(CC1)CC1=CC=C(C=C1)OC(F)(F)F)C1C(NC(CC1)=O)=O